ethyl-2-oxobenzoate C(C)OC(C1C(C=CC=C1)=O)=O